methyl 1-[(1R,2S)-2-hydroxycyclopentyl]pyrrole-3-carboxylate O[C@@H]1[C@@H](CCC1)N1C=C(C=C1)C(=O)OC